F[C@]1(CN(CC[C@H]1O)C1=NC=CC(=N1)NC=1N=CC2=C(N=CC(=C2C1)C(C)C)S(=O)(=O)C)C (3S,4R)-3-fluoro-1-(4-((5-isopropyl-8-(methylsulfonyl)-2,7-naphthyridin-3-yl)amino)pyrimidin-2-yl)-3-methylpiperidin-4-ol